BrC1=C(C(=O)N(C(C)C)CC(F)F)C=C(C=C1)F 2-Bromo-N-(2,2-difluoroethyl)-5-fluoro-N-(isopropyl)benzamide